6-bromo-N'-(2-chloro-5-fluoro-phenyl)-4-(cyclopentylamino)pyrrolo[1,2-b]-pyridazine-3-carboxamidine BrC=1C=C2N(N=CC(=C2NC2CCCC2)C(=NC2=C(C=CC(=C2)F)Cl)N)C1